C(C)(=O)N[C@@H](CCCCNC(=O)OC(C)(C)C)C(=O)O N2-Acetyl-N6-(tert-Butoxycarbonyl)-L-lysine